C(C)(=O)N[C@@H](CSC[C@H](NC(C)=O)C(=O)O)C(=O)O N,N'-diacetyl-L-lanthionine